2-(2-(3-(2,4-difluorophenyl)-1-phenyl-1H-pyrazol-4-yl)vinyl)isonicotinic acid FC1=C(C=CC(=C1)F)C1=NN(C=C1C=CC=1C=C(C(=O)O)C=CN1)C1=CC=CC=C1